[Ru].C(C)(C)C1=C(C(=CC=C1)C(C)C)C1(C(C(=CC=C1)C1=C(C=CC=C1C(C)C)C(C)C)=C1NCCN1)C=C1C(CCC(C1)(Cl)Cl)P(C1CCCCC1)C1CCCCC1 1,3-bis-(2,6-di-isopropylphenyl)-2-(imidazolidinylidene)(phenylmethylene)dichloro(tricyclohexyl-phosphine) ruthenium